FC(CN1CCN(CC1)C1=CC2=C(CC(O2)C(CO)C)C=C1NC(=O)C=1C=NN2C1N=CC(=C2)C)F N-(6-(4-(2,2-difluoroethyl)piperazin-1-yl)-2-(1-hydroxypropan-2-yl)-2,3-dihydrobenzofuran-5-yl)-6-methylpyrazolo[1,5-a]pyrimidine-3-carboxamide